ethyl 6-(piperazin-1-yl)nicotinate hydrochloride Cl.N1(CCNCC1)C1=NC=C(C(=O)OCC)C=C1